NC1=C(C=C(C=C1)C=1SC=CC1)NC(C1=CC=C(C=C1)S(=O)(=O)C)=O rel-(R)-N-[2-amino-5-(2-thienyl)phenyl]-4-(methylsulfonyl)benzamide